ClC1=NC=CC=C1C#N 2-chloro-pyridine-3-carbonitrile